C1(=CCCC1)B1OC(C(O1)(C)C)(C)C 2-(cyclopenten-1-yl)-4,4,5,5-tetramethyl-1,3,2-dioxaborolane